5-amino-2-(2-(dimethylamino)ethyl)-1H-benzo[de]Isoquinoline-1,3(2H)-dione NC=1C=C2C3=C(C(N(C(C3=CC=C2)=O)CCN(C)C)=O)C1